N-(2-chloro-4-(trifluoromethyl)phenyl)-2-(1-(3-hydroxypicolinoyl)-9'-oxo-2'-phenyl-5',6',7',9'-tetrahydro-4'H-spiro[pyrrolidine-3,8'-[1,2,4]triazolo[5,1-b]quinazolin]-4'-yl)acetamide ClC1=C(C=CC(=C1)C(F)(F)F)NC(CN1C=2N(C(C=3C4(CCCC13)CN(CC4)C(C4=NC=CC=C4O)=O)=O)N=C(N2)C2=CC=CC=C2)=O